C(C)(C)(C)C=1C=C(OCSCC2=NNC(O2)=S)C=CC1C(C)(C)C 5-[(3,4-Di-tert-butylphenoxymethylthio)methyl]-1,3,4-oxadiazole-2(3H)-thione